ClC=1C=NN(C1C(NC1=NC=C(C=C1C)C#CC1=CC=CC=C1)=O)CCC1CCN(CC1)C(=O)OC(C)(C)C tert-butyl 4-(2-(4-chloro-5-((3-methyl-5-(phenylethynyl)pyridin-2-yl)carbamoyl)-1H-pyrazol-1-yl)ethyl)piperidine-1-carboxylate